(2R,4R)-6-chloro-7-fluoro-4-hydroxy-N-(3-{2-[2-(trifluoromethoxy)ethoxy]-1,3-oxazol-5-yl}bicyclo[1.1.1]pentan-1-yl)-3,4-dihydro-2H-1-benzopyran-2-carboxamide ClC=1C(=CC2=C([C@@H](C[C@@H](O2)C(=O)NC23CC(C2)(C3)C3=CN=C(O3)OCCOC(F)(F)F)O)C1)F